2-benzhydryl-5-bromopyridine-2,3-diamine C(C1=CC=CC=C1)(C1=CC=CC=C1)C1(NC=C(C=C1N)Br)N